OC1(CC(C1)NC=1N=NC(=C2C1C=NC=C2)C2=C(C=C(C=C2)C(F)(F)F)O)C 2-(4-(((cis)-3-hydroxy-3-methylcyclobutyl)amino)pyrido[3,4-d]pyridazin-1-yl)-5-(trifluoromethyl)phenol